2-guanidinobenzothiazole N(C(=N)N)C=1SC2=C(N1)C=CC=C2